C(CCC)C1(NC(CC1)(C)C)CCCC 2,2-dibutyl-5,5-dimethylpyrrolidine